C(C1=CC=CC=C1)C(CCCNC(=O)C=1C=CC2=C(C=3CCCCC3N=C2C1)Cl)C(=O)N1CCC(CC1)(CN1C=NC2=CC(=CC=C2C1=O)NC(CCN1CCNCC1)=O)O N-(4-benzyl-5-(4-hydroxy-4-((4-oxo-7-(3-(piperazin-1-yl)propanamido)quinazolin-3(4H)-yl)methyl)piperidin-1-yl)-5-oxopentyl)-9-chloro-5,6,7,8-tetrahydroacridine-3-carboxamide